4-(dimethylamino)-2-phenylbutanoic acid-hydrogen chloride salt Cl.CN(CCC(C(=O)O)C1=CC=CC=C1)C